C(#N)C=1C(=NC(=C(C1CC)C#N)OCCN(C)C)SC(C(=O)N)C1=CC=CC=C1 2-((3,5-dicyano-6-(2-(dimethylamino)ethoxy)-4-ethylpyridin-2-yl)thio)-2-phenylAcetamide